[Cl-].ClC=1C=C2C(=CNC2=CC1)CC[NH3+] 2-(5-chloro-1H-indol-3-yl)ethyl-ammonium chloride